1-[(3R)-5,5-Difluoropiperidin-3-yl]-4-methylpyrrolidin-2-one, hydrochloride salt Cl.FC1(C[C@H](CNC1)N1C(CC(C1)C)=O)F